7-bromo-4-methoxy-2-methylbenzo[d]thiazole BrC1=CC=C(C=2N=C(SC21)C)OC